[9-[4-(4,6-dichloro-1,3,5-triazin-2-yl)-3-hydroxy-phenoxy]-1-(3,6-disulfooxyhexyl)nonyl] hydrogen sulfate S(=O)(=O)(OC(CCCCCCCCOC1=CC(=C(C=C1)C1=NC(=NC(=N1)Cl)Cl)O)CCC(CCCOS(=O)(=O)O)OS(=O)(=O)O)O